N-Boc-(2S,4S)-4-hydroxyproline C(=O)(OC(C)(C)C)N1[C@@H](C[C@@H](C1)O)C(=O)O